5-isobutyl-1-oxo-2,5-diazaspiro[3.4]octane-6-carboxamide C(C(C)C)N1C2(CNC2=O)CCC1C(=O)N